BrC1=C(OC2=CNC(N=C2)=S)C=CC(=C1)F 5-(2-bromo-4-fluorophenoxy)-2-thioxo-2,3-dihydropyrimidin